tert-butyl 3-(((1R,2S)-2-(hydroxymethyl)cyclopropyl)methoxy)-2,2-dimethylpropanoate OC[C@@H]1[C@@H](C1)COCC(C(=O)OC(C)(C)C)(C)C